methyl-2,4-dinitrotoluene CCC1=C(C=C(C=C1)[N+](=O)[O-])[N+](=O)[O-]